nickel-chromium-tantalum-molybdenum [Mo].[Ta].[Cr].[Ni]